[Si](C)(C)(C(C)(C)C)OCCCCC=1C=C2C=C(C(=NC2=CC1)OC)[C@H]([C@](CCN(C)C)(O)C1=CC=CC2=CC=CC=C12)C1=CC=CC=C1 (1R,2S)-1-[6-[4-[tert-butyl(dimethyl)silyl]oxybutyl]-2-methoxy-3-quinolyl]-4-(dimethylamino)-2-(1-naphthyl)-1-phenyl-butan-2-ol